NC1=C2N=CN(C2=NC(=N1)F)[C@H]1C[C@@H]([C@@](O1)(C#C)COP(=O)(OCC(=O)OCCCCCCCCC)N[C@@H](CC1=CC=CC=C1)C(=O)OCCCCCCCCC)O Nonyl ((((2R,3S,5R)-5-(6-amino-2-fluoro-9H-purin-9-yl)-2-ethynyl-3-hydroxytetrahydrofuran-2-yl)methoxy)(2-(nonyloxy)-2-oxoethoxy)phosphoryl)-L-phenylalaninate